ClC=1C=C(C=C(C1)C1=CN=NC(=C1)OC)C1COCCN1C(C=C)=O 1-(3-(3-chloro-5-(6-methoxypyridazin-4-yl)phenyl)morpholino)prop-2-en-1-one